ClC1=C2C=CNC2=CC(=C1)NC(NCC1=C(C=NC=C1Cl)Cl)=O 3-(4-chloro-1H-indol-6-yl)-1-[(3,5-dichloropyridin-4-yl)methyl]urea